(2S,5R)-5-[(benzyloxy)amino]piperidine-2-carboxamide Methyl-4-(2-ethoxy-2-oxo-N-(4-phenyl-3,4-dihydro-2H-benzo[b][1,4]oxazin-6-yl)acetamido)-5-nitrothiophene-2-carboxylate COC(=O)C=1SC(=C(C1)N(C(C(=O)OCC)=O)C1=CC2=C(OCCN2C2=CC=CC=C2)C=C1)[N+](=O)[O-].C(C1=CC=CC=C1)ON[C@@H]1CC[C@H](NC1)C(=O)N